C1(=CC=CC=C1)/C(=C/C(=O)OC)/CC[C@H](C(C)(O)C)O methyl (2E,6R)-3-phenyl-7-methyl-6,7-dihydroxy-octa-2-enoate